BrC=1C=C(C2=C(OC3=C2C=CC=C3)C1)I 3-bromo-1-iododibenzofuran